(S)-N-(1-(6-bromo-1-neopentyl-1H-indol-3-yl)-2,2,2-trifluoroethyl)cyclopropanesulfonamide BrC1=CC=C2C(=CN(C2=C1)CC(C)(C)C)[C@@H](C(F)(F)F)NS(=O)(=O)C1CC1